N-(4-((2,2-Difluorobenzo[d][1,3]dioxol-5-yl)carbamoyl)-6-methoxypyridin-3-yl)-2-((1R,3r,5S)-3-hydroxy-8-azabicyclo[3.2.1]octan-8-yl)-6-methoxybenzo[d]thiazole-7-carboxamide FC1(OC2=C(O1)C=CC(=C2)NC(=O)C2=C(C=NC(=C2)OC)NC(=O)C2=C(C=CC=1N=C(SC12)N1[C@H]2CC(C[C@@H]1CC2)O)OC)F